S(C)(=O)(=O)O.FC1=C(C=C(C=C1)F)[C@@H]1N(CCC1)C1=NC=2N(C=C1)N=CC2NC(=O)N2C[C@H](CC2)O (S)-N-(5-((R)-2-(2,5-difluorophenyl)pyrrolidin-1-yl)-pyrazolo[1,5-a]pyrimidin-3-yl)-3-hydroxypyrrolidine-1-carboxamide mesylate